3-bromo-2-(((tert-butyldiphenylsilyl)oxy)methyl)-6-chloropyridine BrC=1C(=NC(=CC1)Cl)CO[Si](C1=CC=CC=C1)(C1=CC=CC=C1)C(C)(C)C